C1(CC1)C1=NC=NC(=C1C1=NC=C2N(C(N(C2=N1)CC1=CC=C(C=C1)N1N=C(C=C1C)C(F)(F)F)=O)C)OC 2-(4-cyclopropyl-6-methoxypyrimidin-5-yl)-7-methyl-9-(4-(5-methyl-3-(trifluoromethyl)-1H-pyrazol-1-yl)benzyl)-7,9-dihydro-8H-purin-8-one